C(C1=CC=CC=C1)SC1=CC=2N(C(=C1)Cl)N=CC2C=2SC(=NN2)C(F)F 2-(5-(benzylthio)-7-chloropyrazolo[1,5-a]pyridin-3-yl)-5-(difluoromethyl)-1,3,4-thiadiazole